1-[2-(benzyloxy)ethyl]-2-methyl-4-[2-(propan-2-yl)pyridin-3-yl]-1H-imidazole-5-carbaldehyde C(C1=CC=CC=C1)OCCN1C(=NC(=C1C=O)C=1C(=NC=CC1)C(C)C)C